FC1=C(OP2(SCCS2)=S)C(=C(C(=C1F)F)F)F 2-(perfluorophenoxy)-1,3,2-dithiaphospholane 2-sulfide